4-bromo-5,6,7,8-tetrahydroisoquinolin-8-ol BrC1=CN=CC=2C(CCCC12)O